CC1=C(C=CC(=C1)C)SC=1N=C2N(C=NC=C2N1)CCCC#C 8-[(2,4-dimethylphenyl)sulfanyl]-3-pent-4-yn-1-yl-3H-purin